FC1=C(C=CC(=C1)OC(F)(F)F)CNC1CNC1 N-[[2-fluoro-4-(trifluoromethoxy)phenyl]methyl]azetidin-3-amine